Bromo-8'-methyl-2'-[(pyridin-2-yl)methyl]-2',5'-dihydrospiro[cyclopropane-1,4'-furo[2,3-g]indazole] BrC=1N(N=C2C3=C(CC4(C12)CC4)OC=C3C)CC3=NC=CC=C3